6-bromo-1,3-dichloroisoquinoline BrC=1C=C2C=C(N=C(C2=CC1)Cl)Cl